N-[[6,7-difluoro-5-[4-fluoro-3-[4-[(4R)-4-methylchroman-4-yl]-1H-imidazol-2-yl]phenoxy]-1H-indol-4-yl]methyl]-2-methyl-propan-2-amine FC1=C(C(=C2C=CNC2=C1F)CNC(C)(C)C)OC1=CC(=C(C=C1)F)C=1NC=C(N1)[C@@]1(CCOC2=CC=CC=C12)C